N12NCCCCC2=CCCC1 diazabicyclo-[5.4.0]undec-7-ene